C1(=CC=C(C=C1)C1=C(C(O)=CC=C1)O)C (4-tolyl)catechol